N-(cyclopropylmethyl)-7-methoxy-6-({2-[(pyrrolidin-1-yl)methyl]cyclopentyl}oxy)-1H,2H,3H-cyclopenta[b]quinolin-9-amine C1(CC1)CNC1=C2C(=NC=3C=C(C(=CC13)OC)OC1C(CCC1)CN1CCCC1)CCC2